ethyl (E)-2-[(4-bromophenyl)methyl]-4-cyano-3-methyl-but-3-enoate BrC1=CC=C(C=C1)CC(C(=O)OCC)\C(=C\C#N)\C